6-Cyclopropyl-2-(4,4,5,5-tetramethyl-1,3,2-dioxaborolan-2-yl)-4,5,6,7-tetrahydrothieno[2,3-c]pyridine C1(CC1)N1CC2=C(CC1)C=C(S2)B2OC(C(O2)(C)C)(C)C